FC1=CC=C(OC=2SC(=C(N2)C)CO)C=C1 (2-(4-fluorophenoxy)-4-methylthiazol-5-yl)methanol